(R)-(4-(4-methoxypyrazolo[1,5-a]pyridin-2-yl)-6,7-dihydro-1H-imidazo[4,5-c]pyridin-5(4H)-yl)(6-methylpyrazolo[1,5-a]pyridin-3-yl)methanone COC=1C=2N(C=CC1)N=C(C2)[C@@H]2N(CCC1=C2N=CN1)C(=O)C=1C=NN2C1C=CC(=C2)C